NC1=CC=C(C=N1)CO 1-(6-aminopyridin-3-yl)methanol